C(CCC)(=O)OCC(OC(CCC)=O)CO glycerol dibutanoate